(1S,4s)-4-(8-(2-chloro-4,6-difluorophenylamino)-2-((R)-tetrahydro-2H-pyran-3-ylamino)-9H-purin-9-yl)cyclohexanecarboxamide ClC1=C(C(=CC(=C1)F)F)NC=1N(C2=NC(=NC=C2N1)N[C@H]1COCCC1)C1CCC(CC1)C(=O)N